O=C(NCCOCCOCCOCCOCCC(=O)OC(C)(C)C)CCCOC=1C(=C2CC[C@](OC2=C(C1C)C)(CCC[C@@H](CCC[C@@H](CCCC(C)C)C)C)C)C tert-butyl 17-oxo-20-({(2R)-2,5,7,8-tetramethyl-2-[(4R,8R)-4,8,12-trimethyltridecyl]-3,4-dihydro-2H-chromen-6-yl}oxy)-4,7,10,13-tetraoxa-16-azaicosan-1-oate